3-(2-(2-(3-Oxo-3-((6-(6-(pyridin-2-yl)-1,2-dihydro-1,2,4,5-tetrazin-3-yl)pyridin-3-yl)amino)propoxy)ethoxy)ethoxy)propanoic acid O=C(CCOCCOCCOCCC(=O)O)NC=1C=NC(=CC1)C=1NNC(=NN1)C1=NC=CC=C1